4-(2-Hydroxypropan-2-yl)-N-((4-isopropyl-1-(2-methoxypyridin-4-yl)-2-methyl-1H-imidazol-5-yl)carbamoyl)furan-2-sulfonamide OC(C)(C)C=1C=C(OC1)S(=O)(=O)NC(NC1=C(N=C(N1C1=CC(=NC=C1)OC)C)C(C)C)=O